5,7,3'-trihydroxy-4'-methoxyflavone phenyl-(4-{[3-(2-cyanophenyl)-1-{[2-(trimethylsilyl)ethoxy]methyl}-1H-pyrrolo[2,3-b]pyridin-4-yl]oxy}-3,5-difluorophenyl)carbamate C1(=CC=CC=C1)N(C(O)=O)C1=CC(=C(C(=C1)F)OC1=C2C(=NC=C1)N(C=C2C2=C(C=CC=C2)C#N)COCC[Si](C)(C)C)F.OC2=C1C(C=C(OC1=CC(=C2)O)C2=CC(=C(C=C2)OC)O)=O